C(CC)C1=C(C2=CC=CC=C2C=2C=CC=CC12)C(=O)OCC Ethyl 10-propylphenanthrene-9-carboxylate